2-(2'-acryloyl-3-(dimethylcarbamoyl)-4'-fluoro-[1,1'-biphenyl]-4-yl)acetic acid C(C=C)(=O)C1=C(C=CC(=C1)F)C1=CC(=C(C=C1)CC(=O)O)C(N(C)C)=O